4-decen-1-al C(CCC=CCCCCC)=O